3-(2-(2-((6-(3-((3-((1-(tert-butoxycarbonyl)-4-(5-(pyridin-4-yl)-4H-1,2,4-triazol-3-yl)piperidin-4-yl)amino)benzamido)methyl)phenoxy)hexyl)oxy)ethoxy)ethoxy)propanoic acid C(C)(C)(C)OC(=O)N1CCC(CC1)(C1=NN=C(N1)C1=CC=NC=C1)NC=1C=C(C(=O)NCC=2C=C(OCCCCCCOCCOCCOCCC(=O)O)C=CC2)C=CC1